C(C)OC(CN1C(C2=CC(=CC(=C2C1)F)I)=O)=O 2-(4-fluoro-6-iodo-1-oxo-isoindolin-2-yl)acetic acid ethyl ester